FC(C=1C=CC=2N(N1)C(=CN2)C2=CC(=NC=N2)N2C(C(C(CC2)(F)F)CNS(=O)(=O)C)C)F N-((1-(6-(6-(Difluoromethyl)imidazo[1,2-b]pyridazin-3-yl)pyrimidin-4-yl)-4,4-difluoro-2-methylpiperidin-3-yl)methyl)methanesulfonamide